FC1=CC=C(OC2=CC=C(C=N2)S(=O)(=O)N2[C@@H]([C@@H]3CC[C@H](C2)N3)C(=O)OCC)C=C1 ethyl (1S,2S,5R)-3-((6-(4-fluorophenoxy)pyridin-3-yl)sulfonyl)-3,8-diazabicyclo[3.2.1]octane-2-carboxylate